C(#N)C=1C=C(C=CC1)C=1N=C(SC1C1=CC(=NC(=C1)C)C)NC(=O)N1CC2(COC2)C1 N-[4-(3-Cyanophenyl)-5-(2,6-dimethyl-4-pyridyl)thiazol-2-yl]-2-oxa-6-azaspiro[3.3]heptane-6-carboxamide